1,3-bis(2,6-di-i-propylphenyl)-4,5-dihydroimidazolium chloride [Cl-].C(C)(C)C1=C(C(=CC=C1)C(C)C)N1C=[N+](CC1)C1=C(C=CC=C1C(C)C)C(C)C